2-[4-(3-{5-[(R)-(1,3-dimethyl-azetidin-3-yl)-hydroxy-(4-isopropyl-phenyl)-methyl]-pyridin-3-yl}-[1,2,4]Oxadiazol-5-yl)-piperidine-1-sulphonyl]-ethanol CN1CC(C1)(C)[C@@](C=1C=C(C=NC1)C1=NOC(=N1)C1CCN(CC1)S(=O)(=O)CCO)(C1=CC=C(C=C1)C(C)C)O